FC(C(=O)O)(F)F.C1(CCCCC1)NC(C(=C)NC)=O N-cyclohexyl-2-(methylamino)propenamide trifluoroacetic acid salt